O[C@H]([C@@H](C(C(=O)O)=O)C)C (3s,4s)-4-hydroxy-3-methyl-2-oxopentanoic acid